4-(1-(6-(4-chlorophenyl)-2-(pyridin-3-yl)pyrimidin-4-yl)pyrrolidin-3-yl)morpholine ClC1=CC=C(C=C1)C1=CC(=NC(=N1)C=1C=NC=CC1)N1CC(CC1)N1CCOCC1